NCCOCCOCCOCCNC(OC(C)(C)C)=O tert-butyl (2-{2-[2-(2-aminoethoxy)ethoxy]ethoxy}ethyl)carbamate